The molecule is an member of the class of hydroxybiphenyls formed formally by chlorination of biphenyl-3-ol at C-2' and -5'. It is a dichlorobenzene and a member of hydroxybiphenyls. It derives from a biphenyl-3-ol. C1=CC(=CC(=C1)O)C2=C(C=CC(=C2)Cl)Cl